(S)-6-(1-amino-1,3-dihydrospiro[indene-2,4'-piperidin]-1'-yl)-3-(1-(2,4-dimethoxyphenyl)cyclopropyl)-1,5-dihydro-4H-pyrazolo[3,4-d]pyrimidin-4-one N[C@@H]1C2=CC=CC=C2CC12CCN(CC2)C=2NC(C1=C(N2)NN=C1C1(CC1)C1=C(C=C(C=C1)OC)OC)=O